2-(4-{[(2S)-2-hydroxypropyl]amino}pyrrolo[1,2-d][1,2,4]triazin-1-yl)-5-(trifluoromethyl)phenol O[C@H](CNC1=NN=C(C=2N1C=CC2)C2=C(C=C(C=C2)C(F)(F)F)O)C